C1(CCCCC1)C(C(=O)O)CC trans-cyclohexylbutyric acid